(2,6-Dichloropyridin-4-yl)methyl acetyl-L-alaninate C(C)(=O)N[C@@H](C)C(=O)OCC1=CC(=NC(=C1)Cl)Cl